ClC(C(=O)OCC(F)F)=C 2,2-difluoroethyl α-chloroacrylate